CC1(C2C3C4C=CC(C3C(C1)C2)C4)C(=O)OCC 8-methyl-8-ethoxycarbonyltetracyclo[4.4.0.12,5.17,10]Dodec-3-ene